methylbenzo[d]oxazole-6-carbonyl chloride CC=1OC2=C(N1)C=CC(=C2)C(=O)Cl